C(C)[2H] Ethane-d1